C[C@@](COC1=C(C=C(C=C1)C1=CC(=NC=C1)C)C(F)(F)F)(CC(C)C)N (S)-2,4-dimethyl-1-(4-(2-methylpyridin-4-yl)-2-(trifluoromethyl)phenoxy)pentan-2-amine